FC1(CN(C[C@@H]1NC1=CC(=C(C=C1)C)C(N[C@H](C)C1=CC=C(C2=CC=CC=C12)C#CC1CCN(CC1)CC1CCNCC1)=O)C(=O)OC(C)(C)C)F tert-butyl (4S)-3,3-difluoro-4-[4-methyl-3-[[(1R)-1-[4-[2-[1-(4-piperidylmethyl)-4-piperidyl]ethynyl]-1-naphthyl]ethyl]carbamoyl]anilino]pyrrolidine-1-carboxylate